O1C(OCC1)C=1C=C(C=CC1)NC(=O)C1=CN(C2=CC=CC=C12)C(C)=O N-(3-(1,3-dioxolan-2-yl)phenyl)-1-acetyl-1H-indole-3-carboxamide